C(C)NC(C1=CC=C(C=C1)C=1N=C(SC1)NC1=NC=CC=C1)=O N-Ethyl-4-(2-(pyridin-2-ylamino)thiazol-4-yl)benzamid